ethylenediaminetetraacetic acid (edetate) C(N(CC(=O)O)CC(=O)O)CN(CC(=O)O)CC(=O)O.C(CN(CC(=O)O)CC(=O)O)N(CC(=O)O)CC(=O)O